3-trifluoromethyl-[1,2,4]triazole FC(C1=NNC=N1)(F)F